4-ethyloxyethyl-1-ethylbenzene C(C)OCCC1=CC=C(C=C1)CC